OC=1C(=C(C(=N)N)C=CC1)C(F)(F)F hydroxy-2-trifluoromethylbenzamidine